CC(CCOC=1SC2=C(N1)C=CC=C2)C 2-(3-methylbutoxy)-1,3-benzothiazole